8-(bromomethyl)-5-chloro-7-fluoroquinoline BrCC=1C(=CC(=C2C=CC=NC12)Cl)F